4-(4-bromophenyl)-3-ethoxy-3-methylazetidin BrC1=CC=C(C=C1)C1C(CN1)(C)OCC